The molecule is a piperazine compound having 1,2-benzothiazol-3-yl- and 2-(6-chloro-1,3-dihydro-2-oxindol-5-yl)ethyl substituents attached to the nitrogen atoms. It has a role as a psychotropic drug, a histamine antagonist, a muscarinic antagonist, a serotonergic antagonist, a dopaminergic antagonist and an antipsychotic agent. It is a member of piperazines, an organochlorine compound, a member of indolones and a 1,2-benzisothiazole. C1CN(CCN1CCC2=C(C=C3C(=C2)CC(=O)N3)Cl)C4=NSC5=CC=CC=C54